methyl 4-([[(2R,3S)-3-[(tert-butoxycarbonyl)amino]-5-carbamoylpentan-2-yl]oxy]methyl)benzoate C(C)(C)(C)OC(=O)N[C@H]([C@@H](C)OCC1=CC=C(C(=O)OC)C=C1)CCC(N)=O